ClC1=C(C(=O)NC2=C3C=NN(C3=CC=C2)C(C)C)C=C(C=C1)CNC(=O)C1(CC1)O 2-chloro-5-({[(1-hydroxycyclopropyl)carbonyl]amino}methyl)-N-[1-(propan-2-yl)-1H-indazol-4-yl]benzamide